FC1=CC=C(C=C1)\C=C\C(=O)C1=C(C(=C(C=C1)OC)CNCC1=CC=CC=C1)O 4-fluoro-2'-hydroxy-4'-methoxy-3'-benzylaminomethyl-chalcone